CC(C)C(CCCN(C)CCC1=CC(=C(C=C1)OC)OC)(C#N)C2=CC(=C(C=C2)OC)OC The molecule is a tertiary amino compound that is 3,4-dimethoxyphenylethylamine in which the hydrogens attached to the nitrogen are replaced by a methyl group and a 4-cyano-4-(3,4-dimethoxyphenyl)-5-methylhexyl group. It is a tertiary amino compound, an aromatic ether, a polyether and a nitrile.